FC=1C(=CC(=NC1)O)C=O 5-FLUORO-2-HYDROXY-4-PYRIDINECARBOXALDEHYDE